Ethyl 5-((diethoxyphosphoryl)difluoromethyl)benzo[d]thiazole-2-carboxylate C(C)OP(=O)(OCC)C(C=1C=CC2=C(N=C(S2)C(=O)OCC)C1)(F)F